OC1=C(C#N)C(=CC(=N1)C)O 2,4-dihydroxy-6-methylnicotinonitrile